(3S)-5-chloro-7-{[2-fluoro-3-(5-fluoro-2-{[1-(2-methoxyethyl)piperidin-4-yl]amino}quinazolin-6-yl)phenyl]sulfamoyl}-2,3-dihydro-1-benzofuran-3-yl acetate C(C)(=O)O[C@@H]1COC2=C1C=C(C=C2S(NC2=C(C(=CC=C2)C=2C(=C1C=NC(=NC1=CC2)NC2CCN(CC2)CCOC)F)F)(=O)=O)Cl